N-ethyl-9-isopropyl-7,10-dioxo-6-(4-(trifluoromethyl)benzyl)-2,6,9-triazaspiro[4.5]decane-2-carboxamide C(C)NC(=O)N1CC2(CC1)N(C(CN(C2=O)C(C)C)=O)CC2=CC=C(C=C2)C(F)(F)F